CC=1SC2=C(C1C(=O)NC1(CCOCC1)C(=O)N)C=C(C=C2)OCC2=CN=C(S2)C 4-{2-methyl-5-[(2-methyl-1,3-thiazol-5-yl)methoxy]-1-benzothiophene-3-amido}oxane-4-carboxamide